N1(CCOCC1)C=1N=C(C2=C(N1)CN(C2)C(C)C)N 2-(morpholin-4-yl)-6-(propan-2-yl)-6,7-dihydro-5H-pyrrolo[3,4-d]pyrimidin-4-amine